C1C2C(NNC1)NCC=1N2C=CN(C1)C(=O)[O-] hexahydro-8H-pyrazino[1',2':4,5]pyrazino[2,3-c]pyridazine-8-carboxylate